7-methoxy-2,2-dimethylchroman COC1=CC=C2CCC(OC2=C1)(C)C